F\C(=C/C1=CC=C(C(=C1N(CCCN)C)C(F)(F)F)OC1=CC=CC=C1)\C1=NC(=CC=C1)C1=CN=NC=C1 (Z)-N1-(6-(2-fluoro-2-(6-(pyridazin-4-yl)pyridin-2-yl)vinyl)-3-phenoxy-2-(trifluoromethyl)phenyl)-N1-methylpropane-1,3-diamine